OCCOC1=C(C2=CC=CC=C2C=C1)C(C1=C(C=CC2=CC=CC=C12)OCCO)C1=CC2=CC=CC=C2C=C1 2-[[1-[[2-(2-hydroxyethoxy)-1-naphthyl]-(2-naphthyl)methyl]-2-naphthyl]oxy]ethanol